(3R,4R)-1-([1,3'-bisdiazepin-3-yl]-3-fluoropiperidin-4-yl)-3-(4-phenoxyphenyl)-1H-pyrazolo[3,4-d]pyrimidin-4-amine N1N=C(C=CC=C1)N1C[C@]([C@@H](CC1)N1N=C(C=2C1=NC=NC2N)C2=CC=C(C=C2)OC2=CC=CC=C2)(F)C2=NNC=CC=C2